6-Chloro-2-{4-[4-(furan-2-ylmethyl)piperazin-1-yl]phenyl}-N-(1-methylpiperidin-4-yl)-3H-imidazo[4,5-b]pyridin-7-amine ClC=1C(=C2C(=NC1)NC(=N2)C2=CC=C(C=C2)N2CCN(CC2)CC=2OC=CC2)NC2CCN(CC2)C